5-(2-isopropyl-1,3-dioxane-5-carboxamido)-2,4,6-triiodoisophthaloyl chloride C(C)(C)C1OCC(CO1)C(=O)NC=1C(=C(C(=C(C(=O)Cl)C1I)I)C(=O)Cl)I